C(C)N1N=C(C=C1)N1CCCC2=CC(=CC=C12)C1(CCC1)C(=O)NC1=NC=C(C=C1)F 1-[1-(1-ethyl-1H-pyrazol-3-yl)-1,2,3,4-tetrahydroquinolin-6-yl]-N-(5-fluoropyridin-2-yl)cyclobutane-1-carboxamide